(S)-N-HYDROXY-2-(2-(4-METHOXYPHENYL)BUTANAMIDO)THIAZOL-5-CARBOXAMID ONC(=O)C1=CN=C(S1)NC([C@@H](CC)C1=CC=C(C=C1)OC)=O